O=C1C2(CCC(C1=CC1=CC=C(C=C1)S(=O)(=O)O)C2(C)C)C 4-(2-oxo-3-bornylidene-methyl)benzenesulfonic acid